CCC(CC)(CO)N 2-diethylethanolamine